5-(2-isopropyl-2-adamantyloxycarbonyl-methyloxycarbonyl)-7-oxo-bicyclo[2.2.1]Hept-2-ene C(C)(C)C1(C2CC3CC(CC1C3)C2)OC(=O)COC(=O)C2C3C=CC(C2)C3=O